[oxazol-5-yl]methanol O1C=NC=C1CO